NC=1N=C(C2=C(N1)C=CC=N2)N[C@]2([C@@H](C2)CCCC)CO ((1R,2R)-1-((2-Aminopyrido[3,2-d]pyrimidin-4-yl)amino)-2-butylcyclopropyl)methanol